1,3,5-trimethyl-2,4,6-tris-(3,5-di-tert-butyl-4-hydroxyphenyl)benzene CC1=C(C(=C(C(=C1C1=CC(=C(C(=C1)C(C)(C)C)O)C(C)(C)C)C)C1=CC(=C(C(=C1)C(C)(C)C)O)C(C)(C)C)C)C1=CC(=C(C(=C1)C(C)(C)C)O)C(C)(C)C